ClC1=C(C=2C(=C3N(CCN(C3)S(=O)(=O)CCOCC3NCC3)C2N=C1)C)C 2-((2-((3-chloro-4,5-dimethyl-8,9-dihydropyrido[3',2':4,5]pyrrolo[1,2-a]pyrazin-7(6H)-yl)sulfonyl)ethoxy)methyl)azetidin